1-deoxy-1-methoxycarbamido-beta-d-glucopyranose COC(=O)N[C@H]1[C@@H]([C@H]([C@@H]([C@H](O1)CO)O)O)O